[[amino-[3-[2-[[3-[3-(tert-butoxy carbonylamino)propanoylamino]phenyl]sulfonylamino]-2-(6-methoxy-1,3-benzothiazol-2-yl)ethyl]phenyl]methylene]amino] acetate C(C)(=O)ON=C(C1=CC(=CC=C1)CC(C=1SC2=C(N1)C=CC(=C2)OC)NS(=O)(=O)C2=CC(=CC=C2)NC(CCNC(=O)OC(C)(C)C)=O)N